Cl.CN(CCCOC1=NC=C(C=C1NS(=O)(=O)C1=CN=CS1)C1=CC=2C3=C(C=NC2C=C1)N(C(C31CCC1)=O)C)C N-(2-(3-(Dimethylamino)propoxy)-5-(3'-methyl-2'-oxo-2',3'-dihydrospiro[cyclobutane-1,1'-pyrrolo[2,3-c]quinolin]-8'-yl)pyridin-3-yl)thiazole-5-sulfonamide hydrochloride